(4-(3-(4-hydroxy-3,5-dimethylphenyl)acryloyl)benzoyl)glycine methyl-3-amino-5-methylisonicotinate CC=1C(=C(C(=O)O)C(=CN1)C)N.OC1=C(C=C(C=C1C)C=CC(=O)C1=CC=C(C(=O)NCC(=O)O)C=C1)C